4-Cyclopropyl-N-(2,2-dicyclopropyl-1-(5-(2-methoxy-1-(2-oxo-4-(trifluoromethyl)imidazolidin-1-yl)ethyl)benzo[d]oxazol-2-yl)ethyl)-1,2,5-oxadiazole-3-carboxamide C1(CC1)C=1C(=NON1)C(=O)NC(C(C1CC1)C1CC1)C=1OC2=C(N1)C=C(C=C2)C(COC)N2C(NC(C2)C(F)(F)F)=O